(R)-2-((1-(3-ethyl-6-methyl-2-morpholino-4-oxo-3,4-dihydroquinazolin-8-yl)ethyl)amino)benzoic acid C(C)N1C(=NC2=C(C=C(C=C2C1=O)C)[C@@H](C)NC1=C(C(=O)O)C=CC=C1)N1CCOCC1